3-[bis(2-hydroxydodecyl)amino]propyl (S)-2-{4-[bis(2-hydroxydodecyl)amino]butyrylamino}-3-phenylpropionate OC(CN(CCCC(=O)N[C@H](C(=O)OCCCN(CC(CCCCCCCCCC)O)CC(CCCCCCCCCC)O)CC1=CC=CC=C1)CC(CCCCCCCCCC)O)CCCCCCCCCC